C1CCC2=C(C=3CCCC3C=C12)NC(=O)N=[S@@](=O)(N)C=1C=NN2C1O[C@@H](C2)CO (S,2S)-N'-((1,2,3,5,6,7-hexahydro-s-indacen-4-yl)carbamoyl)-2-(hydroxymethyl)-2,3-dihydropyrazolo[5,1-b]oxazole-7-sulfonimidamide